BrC=1C=C(OCCN2CCOCC2)C=C(C1)[N+](=O)[O-] 4-(2-(3-bromo-5-nitrophenoxy)ethyl)morpholine